SC1C(=O)NCC1 2-mercapto-4-butanolactam